FC1=CC=C(C=C1)N1N=C(C=C(C1=O)C(=O)NC1=NC=C(C=C1)OC1=C2C(=NC=C1)NN=C2N[C@@H](CO)C)C (R)-2-(4-fluorophenyl)-N-(5-((3-((1-hydroxy-propan-2-yl)amino)-1H-pyrazolo[3,4-b]pyridin-4-yl)oxy)pyridin-2-yl)-6-methyl-3-oxo-2,3-dihydropyridazine-4-carboxamide